ClC1=C(C=CC(=C1)Cl)CN1OC=CC(=C1)C(=O)[O-] 2-[(2,4-dichlorophenyl) methyl]-4-oxazainate